3-Z-[1-(3-(N-(2-dimethylaminoethyl)-N-methyl-aminomethyl)-anilino)-1-phenyl-methylene]-6-carbamoyl-2-indolinone CN(CCN(C)CC=1C=C(N\C(\C2=CC=CC=C2)=C\2/C(NC3=CC(=CC=C23)C(N)=O)=O)C=CC1)C